CC1=NN(C=2C1=NC(=CC2NCC2=NN(C=N2)C)C=2C(=NC=CC2)OCCC)[C@@H](CC)C (R)-3-methyl-1-[1-methylpropyl]-N-[(1-methyl-1,2,4-triazol-3-yl)methyl]-5-(2-propoxy-3-pyridinyl)pyrazolo[4,3-b]pyridin-7-amine